S(=O)(=O)(O)NC(=O)N sulfourea